(2R,4R)-N-(4-(tert-butyl)phenyl)-1-cyano-4-hydroxy-N-(2-oxo-1-(pyridin-3-yl)-2-((tetrahydro-2H-pyran-4-yl)amino)ethyl)pyrrolidine-2-carboxamide C(C)(C)(C)C1=CC=C(C=C1)N(C(=O)[C@@H]1N(C[C@@H](C1)O)C#N)C(C(NC1CCOCC1)=O)C=1C=NC=CC1